NC1CC2(CC(C2)NC(OC(C)(C)C)=O)C1 tert-butyl (6-aminospiro-[3.3]heptan-2-yl)carbamate